N-[1,2,3,4-tetrahydro-1-(3-methoxyphenyl)-3-quinolinyl]-cyclopropanecarboxamide COC=1C=C(C=CC1)N1CC(CC2=CC=CC=C12)NC(=O)C1CC1